Benzyloxy glycidyl ether C(C1CO1)OOCC1=CC=CC=C1